1,1'-bis(4-trifluoromethoxyphenyl)-4,4'-bipyridinium FC(OC1=CC=C(C=C1)[N+]1=CC=C(C=C1)C1=CC=[N+](C=C1)C1=CC=C(C=C1)OC(F)(F)F)(F)F